C(C)(=O)NC[C@@H](CCCC)NC(OC(C)(C)C)=O tert-butyl (R)-(1-acetamidohexan-2-yl)carbamate